FC1=C(OC=2C=NC=3CCN(CC3C2)C=2C(=C(C=3N(N2)C=NN3)C)C)C=C(C=C1)F 3-(2,5-difluorophenoxy)-6-(7,8-dimethyl-[1,2,4]triazolo[4,3-b]pyridazin-6-yl)-5,6,7,8-tetrahydro-1,6-naphthyridine